1-(3-{6-amino-5-[1-(2,6-dichloro-3-fluoro-phenyl)-ethoxy]-pyridin-3-yl}-prop-2-ynyl)-3-(2-pyrrolidin-1-yl-ethyl)-urea NC1=C(C=C(C=N1)C#CCNC(=O)NCCN1CCCC1)OC(C)C1=C(C(=CC=C1Cl)F)Cl